difluoromethyl-9H-imidazo[1,5-a][1,2,4]triazolo[1,5-d][1,4]benzodiazepine FC(F)C1=CC=CC2=C1C=1N(CC=3N2C=NC3)N=CN1